3,4-bis(4-ethylphenyl)isoquinolin-1(2H)-one C(C)C1=CC=C(C=C1)C=1NC(C2=CC=CC=C2C1C1=CC=C(C=C1)CC)=O